[1-[5-(1-methoxycarbonyl-2-methyl-propyl)isoxazol-3-yl]-4-piperidyl]piperidine-1-carboxylate COC(=O)C(C(C)C)C1=CC(=NO1)N1CCC(CC1)OC(=O)N1CCCCC1